NC1=NC(=NC=C1C(=O)NC1=CC=C(C=C1)OC)N1CCC(CC1)(C)N 4-amino-2-(4-amino-4-methylpiperidin-1-yl)-N-(4-methoxyphenyl)pyrimidine-5-carboxamide